BrC=1C=CC(=C(C1)C(N)CC=C)C 5-bromo-2-methyl-α-2-propen-1-ylbenzenemethanamine